F[C@@H]1CC=2N(C=NC2C(C(=O)OCC)N2N=C3C(=C(C=C(C3=C2)C(F)(F)F)C2=CC=C(C=C2)OCCN2CCC(CC2)CO)C)C1 ethyl 2-((R)-6-fluoro-6,7-dihydro-5H-pyrrolo[1,2-c]imidazol-1-yl)-2-(6-(4-(2-(4-(hydroxymethyl)piperidin-1-yl)ethoxy)phenyl)-7-methyl-4-(trifluoromethyl)-2H-indazol-2-yl)acetate